5-chloro-N-(2-ethyl-6-methoxypyridin-3-yl)-2-((4-fluoro-2-isopropylphenyl)amino)benzamide (Z)-9-hexadecen-yl-acetate C(CCCCCCC\C=C/CCCCCC)CC(=O)O.ClC=1C=CC(=C(C(=O)NC=2C(=NC(=CC2)OC)CC)C1)NC1=C(C=C(C=C1)F)C(C)C